C(=C/C(=C(\\C(=O)O)/N)/C(=O)O)\\C=O The molecule is an oxo dicarboxylic acid that is but-2-enedioic acid substituted by an amino group at position 2 and a 3-oxoprop-1-enyl group at position 3. It has a role as a human metabolite. It is an amino dicarboxylic acid, an oxo dicarboxylic acid, a muconic semialdehyde and a non-proteinogenic alpha-amino acid. It derives from a butenedioic acid. It is a conjugate acid of a 2-amino-3-(3-oxoprop-1-enyl)but-2-enedioate and a 2-ammonio-3-(3-oxoprop-1-enyl)but-2-enedioate(1-).